BrC1=CC=C(C=N1)C1(CC1)C(N)=N 1-(6-bromopyridin-3-yl)cyclopropanecarboximidamide